3-[5-(4-fluoro-3-methyl-phenyl)-6-isopropyl-1H-pyrrolo[2,3-f]indazol-7-yl]benzoic acid FC1=C(C=C(C=C1)N1C(=C(C2=C1C=C1C=NNC1=C2)C=2C=C(C(=O)O)C=CC2)C(C)C)C